C1(=CC=CC=C1)C1=C(C(=NN1)C(=O)Cl)OC phenyl-methoxypyrazoleformyl chloride